3-amino-5-bromo-6-chloropyridinecarbonitrile NC=1C(=NC(=C(C1)Br)Cl)C#N